4-Isopropylaminodiphenylamine CC(C)NC1=CC=C(C=C1)NC2=CC=CC=C2